C(C)(=O)O[C@@H]1[C@]([C@H](O[C@H]1N1N=CC=2C1=NC(=NC2N2C[C@@H]1[C@H](C2)CCC1)Cl)COC(C)=O)(COC)O ((2R,3R,4R,5R)-4-acetoxy-5-(6-chloro-4-((3aR,6aS)-hexahydrocyclopenta[c]pyrrol-2(1H)-yl)-1H-pyrazolo[3,4-d]pyrimidin-1-yl)-3-hydroxy-3-(methoxymethyl)tetrahydrofuran-2-yl)methylacetate